C(C1=CC=CC=C1)N1S(C2=C(C3=C1C=C(C(=C3)F)O)C=C(C(=C2)O)O)(=O)=O 6-benzyl-9-fluoro-2,3,8-trihydroxy-6H-dibenzo[c,e][1,2]thiazine 5,5-dioxide